S1C(=CC=C1)[Sn] thiophenyl-tin